O=C[C@H](O)C[C@@H](O)[C@@H](O)C 3-deoxy-L-rhamnose